4,5-dichlorobenzene-1,2-diamine ClC=1C=C(C(=CC1Cl)N)N